Cl.Cl.N[C@H](CC1=C(C2=NC(=CC(=C2S1)NCC=1SC=CN1)Cl)Br)[C@H](C)F 2-[(2r,3s)-2-amino-3-fluorobutyl]-3-bromo-5-chloro-N-[(1,3-thiazol-2-yl)methyl]thieno[3,2-b]pyridin-7-amine dihydrochloride